FC=1C=NC=C(C1C1=NC(=C2N1C1=CC=C(C=C1N=C2)OC)C)OC 1-(3-fluoro-5-methoxypyridin-4-yl)-7-methoxy-3-methylimidazo[1,5-a]Quinoxaline